sodium sulfooxide S(=O)(=O)(O)OS(=O)(=O)O.[Na]